FC(C1=NN=C2N1CCN(C2)C(\C=C\CC2=C(C=C(C(=C2)F)F)F)=O)(F)F (E)-1-(3-(trifluoromethyl)-5,6-dihydro-[1,2,4]triazolo[4,3-a]pyrazin-7(8H)-yl)-4-(2,4,5-trifluorophenyl)but-2-en-1-one